cetyl sulfate potassium salt [K+].S(=O)(=O)(OCCCCCCCCCCCCCCCC)[O-]